ClC1=CC=C(N=N1)NC1=C(C=CC=C1)[N+](=O)[O-] 6-chloro-N-(2-nitrophenyl)pyridazin-3-amine